naphthalene-1,5-bisdiazonium tetrafluoroborate F[B-](F)(F)F.C1(=CC=CC=2C(=CC=CC12)[N+]#N)[N+]#N.F[B-](F)(F)F